(1R,3S)-3-(3-{[(3-methyl-1,2-oxazol-5-yl)acetyl]-amino}-1H-pyrazol-5-yl)-cyclopentyl 3,3-dimethyl-morpholine-4-carboxylate CC1(N(CCOC1)C(=O)O[C@H]1C[C@H](CC1)C1=CC(=NN1)NC(CC1=CC(=NO1)C)=O)C